NON diazoxane